C(C)OC1(C(N(C=2C=C3C(NC(=NC3=CC21)C)=O)C)=O)C 8-ethoxy-2,6,8-trimethyl-6,8-dihydro-3H-pyrrolo[2,3-g]quinazoline-4,7-dione